2-(3,3-dimethylbutanoylamino)-4-[2-(3-methoxyphenoxy)ethyl-[4-(5,6,7,8-tetrahydro-1,8-naphthyridin-2-yl)butyl]amino]butanoic acid CC(CC(=O)NC(C(=O)O)CCN(CCCCC1=NC=2NCCCC2C=C1)CCOC1=CC(=CC=C1)OC)(C)C